Methyl (Z)-1-(4-amino-2-fluorobut-2-en-1-yl)-4-(3-(methylsulfonyl)phenyl)-1H-benzo[d][1,2,3]triazole-6-carboxylate NC\C=C(\CN1N=NC2=C1C=C(C=C2C2=CC(=CC=C2)S(=O)(=O)C)C(=O)OC)/F